BrCC1=CC=C(N=N1)C#N 6-(bromomethyl)pyridazine-3-carbonitrile